C1(CCCC1)C1=CC(=NN1)NC1=CC=C2C(=N1)CCOC2 N-(5-cyclopentyl-1H-pyrazol-3-yl)-7,8-dihydro-5H-pyrano[4,3-b]pyridin-2-amine